C(\C=C\C)(=O)Cl (E)-crotonic chloride